3-methyl-2-((3-methylbenzyl)oxy)-4,6-bis(tosyloxy)benzoic acid CC=1C(=C(C(=O)O)C(=CC1OS(=O)(=O)C1=CC=C(C)C=C1)OS(=O)(=O)C1=CC=C(C)C=C1)OCC1=CC(=CC=C1)C